CC=1C=CC=2N(C=3C=CC(=CC3C2N1)C(=O)O)C1=CC=C(C=C1)C(F)(F)F 2-methyl-5-[4-(trifluoro-methyl)phenyl]-5H-pyrido[3,2-b]indole-8-carboxylic acid